(4-hydroxy-2-methylbutan-2-yl)phenol OCCC(C)(C)C1=C(C=CC=C1)O